NC1=C(C=CC(=C1)F)C1=C(C=C(C(=C1)Cl)C(=O)NC=1C=NC(=C(C1)Cl)N1N=CC=N1)C 2'-amino-5-chloro-N-(5-chloro-6-(2H-1,2,3-triazol-2-yl)pyridin-3-yl)-4'-fluoro-2-methyl-[1,1'-biphenyl]-4-carboxamide